FC([C@@H]1C[C@@H](C(N1C=1N=C2N(CCOC3=C2C=CC(=C3)N[C@H](C(=O)N)C)C1)=C=O)OC)F (S)-2-((2-((3S,5S)-5-(difluoromethyl)-3-methoxy-2-carbonylpyrrolidin-1-yl)-5,6-dihydrobenzo[f]imidazo[1,2-d][1,4]oxazepin-9-yl)amino)propionamide